2-(4-((2-((3,5-dichlorophenyl)amino)quinazolin-4-yl)amino)phenyl)ethan-1-ol ClC=1C=C(C=C(C1)Cl)NC1=NC2=CC=CC=C2C(=N1)NC1=CC=C(C=C1)CCO